7-(3-benzyloxy-2,6-dimethyl-phenyl)-6-[(4-methoxyphenyl)-methylamino]-3H-benzimidazole-5-carbonitrile C(C1=CC=CC=C1)OC=1C(=C(C(=CC1)C)C1=C(C(=CC2=C1N=CN2)C#N)N(C)C2=CC=C(C=C2)OC)C